C1(CC1)C(NC(C(=O)NC1=CNC2=CC(=C(C=C12)F)F)=O)C1=CC=C(C=C1)F N1-(cyclopropyl(4-fluorophenyl)methyl)-N2-(5,6-difluoro-1H-indol-3-yl)oxalamide